n-propylchlorodiethoxysilane C(CC)[Si](OCC)(OCC)Cl